FC(C1=CC(=NC=C1C(C)C)[C@@H](NC(=O)C1[C@@H](CCN1C(CC=1N=NNC1)=O)F)C1=CC=CC=C1)F |o1:11| (2S,4R)-N-[(S) or (R)-[4-(difluoromethyl)-5-(propan-2-yl)pyridin-2-yl](phenyl)methyl]-4-fluoro-1-[2-(1H-1,2,3-triazol-4-yl)acetyl]pyrrolidine-5-carboxamide